ClC=1C=C2C(=NC(N(C2=CC1C(F)(F)F)C1=C(C=CC=C1)Cl)=O)NC 6-chloro-1-(2-chlorophenyl)-4-(methylamino)-7-(trifluoromethyl)quinazolin-2(1H)-one